CC=1N=C(SC1C)N1N([NH2+]C=N1)C1=CC=C(C=C1)S(=O)(=O)O 3-(4,5-dimethyl-2-thiazolyl)-2-(4-sulfophenyl)-2H-tetrazolium